2-[(2S)-1-(3-chloro-2-thienyl)-2-[3-(trifluoromethyl)-1H-pyrazol-1-yl]propylidene]hydrazinecarboxaldehyde ClC1=C(SC=C1)C([C@H](C)N1N=C(C=C1)C(F)(F)F)=NNC=O